FC1=CC(=C(C(=C1)C(C)C)NC(=O)N=S(=O)(N)C1=CC2=CC=CC=C2C=C1)C(C)C N'-((4-fluoro-2,6-diisopropyl-phenyl)carbamoyl)naphthalene-2-sulfonimidamide